2-[(2E)-3,7-dimethyloct-2,6-dienyl]-5-pentylbenzene-1,3-diol C\C(=C/CC1=C(C=C(C=C1O)CCCCC)O)\CCC=C(C)C